O1CCOC12CCN(CC2)S(=O)(=O)C=2C=C(C(=O)O)C=CC2F 3-((1,4-dioxa-8-azaspiro[4.5]decan-8-yl)sulfonyl)-4-fluorobenzoic acid